OC=1C=2N(C=C(N1)C)C=C(N2)C(=O)OCC ethyl 8-hydroxy-6-methylimidazo[1,2-a]pyrazine-2-carboxylate